(S)-tert-butyl 4-(6-((tetrahydrofuran-3-yl)carbamoyl)pyridin-3-yl)piperazine-1-carboxylate O1C[C@H](CC1)NC(=O)C1=CC=C(C=N1)N1CCN(CC1)C(=O)OC(C)(C)C